4-[4-(ethylamino)-1-piperidyl]-N-(8-ethyl-6-methyl-imidazo[1,2-a]pyrazin-2-yl)-6-fluoro-2-methyl-indazole-7-carboxamide C(C)NC1CCN(CC1)C=1C2=CN(N=C2C(=C(C1)F)C(=O)NC=1N=C2N(C=C(N=C2CC)C)C1)C